FC=1C=C(COC=2C=C3N(C(N2)=O)CC24N3CC(C2)C4)C=CC1OC1=CC(=NC=C1)C 3-((3-fluoro-4-((2-methyl-pyridin-4-yl)oxy)benzyl)oxy)-7,8-dihydro-1H,6H,9H-7,8a-methanopyrrolo[1',2':3,4]imidazo[1,2-c]pyrimidin-1-one